11,14-Dihydroxynonacosanoic acid OC(CCCCCCCCCC(=O)O)CCC(CCCCCCCCCCCCCCC)O